C(CCCCCCCCCCCCCCC(C)C)(=O)[O-].C(CCCCCCCCCCCCCCC(C)C)(=O)[O-].C(CCCCCCCCCCCCCCC(C)C)(=O)[O-].C(C)(C)[Ti+3] isopropyl-titanium tri-isostearate